CC1=CC=C(C=N1)C1=NOC(=N1)C12CC3(CC(CC(C1)C3)C2)NC(=O)C2=NC=NC=C2 Pyrimidine-4-carboxylic acid {3-[3-(6-methyl-pyridin-3-yl)-[1,2,4]oxadiazol-5-yl]-adamantan-1-yl}-amide